2-[1-[4-[4-(cyclobutoxy)pyrimidin-2-yl]-2,6-difluoro-phenyl]azetidin-3-yl]acetic acid C1(CCC1)OC1=NC(=NC=C1)C1=CC(=C(C(=C1)F)N1CC(C1)CC(=O)O)F